ClC1=NN(C=C1N(C(CCSCC1C(C1)(F)F)=O)CC)C=1C=NC=CC1 N-[3-chloro-1-(3-pyridyl)pyrazol-4-yl]-3-[(2,2-difluorocyclopropyl)methylsulfanyl]-N-ethyl-propanamide